FC1=CC=C(C=C1)C1CCOCC1 4-(4-fluorophenyl)-oxan